C(C)(C)(C)[Si](C1=CC=CC=C1)(C1=CC=CC=C1)OCC(C)(C)C=1N(C2=CC=C(C=C2C1)F)C1=CC(=C(C=C1)F)C tert-butyl-[2-[5-fluoro-1-(4-fluoro-3-methyl-phenyl)indol-2-yl]-2-methyl-propoxy]-diphenyl-silane